N,N'-di-t-butyl-propylenediamine C(C)(C)(C)NCC(C)NC(C)(C)C